2-(3-methoxyphenyl)-2-(methylamino)acetic acid methyl ester COC(C(NC)C1=CC(=CC=C1)OC)=O